2-butyl-7-(cyclopent-1-en-1-yl)-1-(4-methoxybenzyl)-1H-imidazo[4,5-d]pyridazin-4-amine C(CCC)C1=NC=2C(=C(N=NC2N)C2=CCCC2)N1CC1=CC=C(C=C1)OC